N-(2-(3-Chloro-1-((3S,6R)-1,6-dimethylpiperidin-3-yl)-1H-pyrazol-4-yl)pyrimidin-4-yl)-5-isopropyl-8-((2R,3S)-2-methyl-3-((methanesulfonyl)methyl)azetidin-1-yl)isoquinolin-3-amine ClC1=NN(C=C1C1=NC=CC(=N1)NC=1N=CC2=C(C=CC(=C2C1)C(C)C)N1[C@@H]([C@H](C1)CS(=O)(=O)C)C)[C@@H]1CN([C@@H](CC1)C)C